FC(C(=O)O)(F)F.CC=1N=C(NC1C)C1=NC=CC(=C1)C1CN(CCC1)S(=O)(=O)C1=CC=CC=C1 2-(4,5-Dimethyl-1H-imidazol-2-yl)-4-[1-(phenylsulfonyl)piperidin-3-yl]pyridine trifluoroacetate salt